N-((1-(2,6-dioxopiperidin-3-yl)-3-methyl-2-oxo-2,3-dihydro-1H-benzo[d]imidazol-4-yl)methyl)-7-morpholinoheptanamide O=C1NC(CCC1N1C(N(C2=C1C=CC=C2CNC(CCCCCCN2CCOCC2)=O)C)=O)=O